ClC1=C2C=C(N(C2=CC(=C1Cl)OC[C@H]1CNC(O1)=O)C)C(=O)OC |r| (±)-methyl 4,5-dichloro-1-methyl-6-((2-oxooxazolidin-5-yl)methoxy)-1H-indole-2-carboxylate